O=S1(OC(C2=C1C=CC=C2)=O)=O 1,1-dioxo-2,1lambda6-benzoxathiol-3-one